5-(4-(2-(1-(4-(4-amino-3-(4-phenoxyphenyl)-1H-pyrazolo(3,4-d)pyrimidin-1-yl)piperidine-1-carbonyl)piperidin-4-yl)ethyl)piperazin-1-yl)-2-(2,6-dioxopiperidin-3-yl)isoindoline-1,3-dione NC1=C2C(=NC=N1)N(N=C2C2=CC=C(C=C2)OC2=CC=CC=C2)C2CCN(CC2)C(=O)N2CCC(CC2)CCN2CCN(CC2)C=2C=C1C(N(C(C1=CC2)=O)C2C(NC(CC2)=O)=O)=O